C(C)(C)(C)C1=CC(=NO1)NC(=O)NC1=CC=C2C=C(NC2=C1)C(=O)C=1NC2=CC=CC(=C2C1)C 1-(5-(tert-Butyl)isoxazol-3-yl)-3-(2-(4-methyl-1H-indole-2-carbonyl)-1H-indol-6-yl)urea